3,5-dibromoiodobenzene C1=C(C=C(C=C1Br)I)Br